C(C)(C)(C)C1N(CC1C1=C(C(=CC(=C1OC)C(C)Cl)Cl)C)C(=O)OCC(CCOC(C)=O)=C 4-acetoxy-2-methylenebutan-1-ol tert-Butyl-3-[3-chloro-5-(1-chloroethyl)-6-methoxy-2-methylphenyl]azetidine-1-carboxylate